(E)-N-(1-(4-(dimethylamino)but-2-enoyl)azetidine-3-carbonyl)-N-methyl-L-valine CN(C/C=C/C(=O)N1CC(C1)C(=O)N([C@@H](C(C)C)C(=O)O)C)C